vinylpropyltripropoxysilane C(=C)CCC[Si](OCCC)(OCCC)OCCC